2-(3,5-Dichloro-4-((1-oxo-2-((2,2-difluoroethoxy)methyl)-1,2,3,4-tetrahydroIsoquinolin-6-yl)oxy)phenyl)-3,5-dioxo-2,3,4,5-tetrahydro-1,2,4-triazine-6-carbonitrile ClC=1C=C(C=C(C1OC=1C=C2CCN(C(C2=CC1)=O)COCC(F)F)Cl)N1N=C(C(NC1=O)=O)C#N